hexaoxatricosane OOOOOOCCCCCCCCCCCCCCCCC